5-allyl 2-methyl 7-bromo-1-methyl-1H-indole-2,5-dicarboxylate BrC=1C=C(C=C2C=C(N(C12)C)C(=O)OC)C(=O)OCC=C